iodocatechol IC1=C(C(O)=CC=C1)O